C(C)C1=NC(=NO1)C=1C=C2CC[C@H](C2=CC1)NC(OC(C)(C)C)=O tert-butyl N-[(1R)-5-(5-ethyl-1,2,4-oxadiazol-3-yl)-2,3-dihydro-1H-inden-1-yl]carbamate